FC1=CC=2N(C=C1)C(=CN2)C=2C=CC(=C1C(NCC21)=O)NC2=CC=C(C=N2)N2CCC(CC2)OCCCN2CCN(CC2)C=2C=C1CN(C(C1=CC2)=O)C2C(NC(CC2)=O)=O 3-(5-(4-(3-((1-(6-((7-(7-fluoroimidazo[1,2-a]pyridin-3-yl)-3-oxoisoindolin-4-yl)amino)pyridin-3-yl)piperidin-4-yl)oxy)propyl)piperazin-1-yl)-1-oxoisoindolin-2-yl)piperidine-2,6-dione